1-acetyl-2-bromo-5-(trifluoromethyl)benzene C(C)(=O)C1=C(C=CC(=C1)C(F)(F)F)Br